C(C)(C)(C)C1=C(O[Al](CC)CC)C(=CC(=C1)C)C(C)(C)C (2,6-di-tertbutyl-4-methylphenoxy)diethylaluminum